oxacyclopentadecanone C1(OCCCCCCCCCCCCC1)=O